FC(SC1=CC=C(C=C1)C1=NN(C(=C1)O)C1=NC(=C(N=C1C)C)C)(F)F (4-(trifluoromethylthio)phenyl)-1-(3,5,6-trimethylpyrazin-2-yl)-1H-pyrazol-5-ol